4-amino-N-((5-(3-hydroxy-3-methylbut-1-yn-1-yl)pyridin-2-yl)methyl)-3-methyl-N-(1-methyl-1H-pyrazol-4-yl)-1,3-dihydrofuro[3,4-c]quinoline-8-carboxamide NC1=NC=2C=CC(=CC2C2=C1C(OC2)C)C(=O)N(C=2C=NN(C2)C)CC2=NC=C(C=C2)C#CC(C)(C)O